N[C@H]1CN(CCC1)[C@@H]1[C@H](C2=CC(=CC(=C2C1)Cl)Cl)OC1=CC=CC=C1 4-[[(1S,2S)-2-((3R)-3-aminopiperidin-1-yl)-4,6-dichloro-2,3-dihydro-1H-inden-1-yl]oxy]benzene